C(C)(=O)NCCSCC(=O)[O-] S-(β-acetamidoethyl)mercaptoacetate